NC(CC[C@@H](CO)NC(OC(C)(C)C)=O)=O tert-butyl (S)-(5-amino-1-hydroxy-5-oxopentan-2-yl)carbamate